C(CCC)C1=CC=C(C=C1)C=1C=CC=C2C=CC=NC12 8-(4-n-butyl-phenyl)quinoline